Acetic acid (+-)-3,7-dimethyl-1,6-nonadien-3-yl ester C[C@](C=C)(CCC=C(CC)C)OC(C)=O |r|